N1=C(C=C2N1C=CC=C2)[C@H]2N(CCC1=C2N=CN1)C(=O)C=1SC(=NN1)C1=NC=CC=C1 (S)-(4-(pyrazolo[1,5-a]pyridin-2-yl)-1,4,6,7-tetrahydro-5H-imidazo[4,5-c]pyridin-5-yl)(5-(pyridin-2-yl)-1,3,4-thiadiazol-2-yl)methanone